N1C=NC=C1C=1SC=C(N1)C(=O)N 2-(1H-imidazol-5-yl)thiazole-4-carboxamide